NC1=NC2=NC=C(N=C2C(=N1)N)CN(C1=CC=C(C(=O)N[C@@H](CCC(N)=O)C(=O)O)C=C1)C N2-(4-(((2,4-diaminopteridin-6-yl)methyl)(methyl)amino)benzoyl)-L-glutamine